5-amino-1,2,4-triazole-3-carboxylic acid methyl ester COC(=O)C1=NNC(=N1)N